(+/-)-2-[(3,5-difluoro-4-{[3-(trifluoromethyl)-1H-pyrrolo[2,3-b]pyridin-4-yl]oxy}phenyl)amino]-4-(hydroxymethyl)-4,5-dihydro-1,3-oxazole-4-carboxamide FC=1C=C(C=C(C1OC1=C2C(=NC=C1)NC=C2C(F)(F)F)F)NC=2OC[C@@](N2)(C(=O)N)CO |r|